CC(C(=O)N1CCN(CC1)C(CC)C1=CC=C(C=C1)[C@H](C)NC=1N=CC2=C(N1)N(C(C=C2)=O)C(C)C)=C 2-{[(1S)-1-(4-{1-[4-(2-Methylacryloyl)piperazin-1-yl]propyl}phenyl)ethyl]amino}-8-(propan-2-yl)pyrido[2,3-d]pyrimidin-7(8H)-on